C1(CCC1)C1=CC=C2C=C(C(=NC2=C1)OC)C(=O)[O-] 7-cyclobutyl-2-methoxyquinoline-3-carboxylate